2,2,2-trichloroethyl (3-(tert-butyl)-1-(3-chloro-4-fluorophenyl)-1H-pyrazol-5-yl)carbamate C(C)(C)(C)C1=NN(C(=C1)NC(OCC(Cl)(Cl)Cl)=O)C1=CC(=C(C=C1)F)Cl